C=1N=CN2C1C(=CC=C2)C(=O)O imidazo[1,5-a]pyridine-8-carboxylic acid